2-(dimethylamino)-N-(1-(3-(furan-2-yl)phenyl)ethyl)-5-isobutyrylaminobenzamide CN(C1=C(C(=O)NC(C)C2=CC(=CC=C2)C=2OC=CC2)C=C(C=C1)NC(C(C)C)=O)C